NC=1C=C(C=C2C=C(N=CC12)NC(=O)[C@H]1[C@@H](C1)C#N)N1C(N(C2=C1C=CC=C2)C)=O |r| (+-)-trans-N-[8-amino-6-(3-methyl-2-oxo-benzimidazol-1-yl)-3-isoquinolinyl]-2-cyano-cyclopropanecarboxamide